NC1=NC=NN2C1=C(C(=N2)C2=CC=C(C=C2)NC(C(=C)F)=O)C2=CC(=C(C(=O)NCC)C=C2)OC 4-(4-amino-6-(4-(2-fluoroacrylamido)phenyl)pyrazolo[5,1-f][1,2,4]triazin-5-yl)-N-ethyl-2-methoxybenzamide